Oxopentan-2-ol O=CC(CCC)O